2-(2',3-dimethyl-[2,4'-bipyridin]-5-yl)-N-(5-(pyrazin-2-yl)pyridin-2-yl)acetamide CC1=CC(=CN=C1C2=CC(=NC=C2)C)CC(=O)NC3=NC=C(C=C3)C4=NC=CN=C4